C(C)(=O)C1=CCN(C=C1)C(=O)OC(C)(C)C tert-Butyl 4-acetylpyridine-1-carboxylate